4,7,13-tris(3-oxo-3-(undecylamino)propyl)-N,N16-bis-undecyl-4,7,10,13-tetraazahexadecane-1,16-diamide O=C(CCN(CCC(=O)NCCCCCCCCCCC)CCN(CCNCCN(CCC(=O)NCCCCCCCCCCC)CCC(=O)NCCCCCCCCCCC)CCC(=O)NCCCCCCCCCCC)NCCCCCCCCCCC